C(C)(C)N1C=NC=2C1=NC(=CC2NC2CCNCC2)NC2CCOCC2 3-isopropyl-N7-(piperidin-4-yl)-N5-(tetrahydro-2H-pyran-4-yl)-3H-imidazo[4,5-b]pyridine-5,7-diamine